tert-Butyl(tert-butoxycarbonyl)(8-(4-methoxy-3-(1-methyl-1H-pyrazol-3-yl)-5-nitrophenethoxy)quinoline-2-yl)carbamate C(C)(C)(C)OC(N(C1=NC2=C(C=CC=C2C=C1)OCCC1=CC(=C(C(=C1)[N+](=O)[O-])OC)C1=NN(C=C1)C)C(=O)OC(C)(C)C)=O